OC1=C(C=C(C=C1C(C)(C)C)C)N1N=C2C(=N1)C=CC(=C2)SCCCCCCCC 2-(2'-hydroxy-3'-tert-butyl-5'-methylphenyl)-5-octylthio-benzotriazole